7-chloro-5-cyano-1H-pyrrolo[3,2-b]pyridine-1-carboxylic acid tert-butyl ester C(C)(C)(C)OC(=O)N1C=CC2=NC(=CC(=C21)Cl)C#N